NC1=NC=2C=CC(=CC2C2=C1COC2)C(=O)N2[C@H](COCC2)C2=CC=C(C=C2)OC |r| (4-amino-1,3-dihydrofuro[3,4-c]quinolin-8-yl)-[rac-(3S)-3-(4-methoxyphenyl)morpholin-4-yl]methanone